C(C)(C)(C)OC(=O)NC1CCC(CC1)N(C(OC(C)(C)C)=O)CC(C1=CC=CC=C1)C=1SC=C(C1)C1=C(C=CC=C1)C(N)=O tert-butyl ((1r,4r)-4-((tert-butoxycarbonyl)amino)cyclohexyl)(2-(4-(2-carbamoylphenyl)thiophen-2-yl)-2-phenylethyl)carbamate